(2E)-3-[(1Z)-5-Fluoro-1-{[4-(4-fluorophenoxy)phenyl]methylidene}-2-methyl-1H-inden-3-yl]prop-2-enoic acid FC=1C=C2C(=C(/C(/C2=CC1)=C/C1=CC=C(C=C1)OC1=CC=C(C=C1)F)C)/C=C/C(=O)O